CC1=C(C(=C2C(=C1O)C3(C(=CC(=O)C(C3=O)C(=O)C)O2)C)C(=O)C)O 2,6-diacetyl-7,9-dihydroxy-8,9b-dimethyl-1,3(2H,9bh)-dibenzofurandione